tributyl-methylammonium hydroxide [OH-].C(CCC)[N+](C)(CCCC)CCCC